C(C)(C)(C)OC([C@H](CCCCNC(CC1=CC=C(C=C1)CCCCCC(=O)O)=O)NC(N[C@@H](CCC(=O)OC(C)(C)C)C(=O)OC(C)(C)C)=O)=O 6-[4-[2-[[(5S)-6-tert-butoxy-5-[[(1S)-4-tert-butoxy-1-tert-butoxycarbonyl-4-oxo-butyl]carbamoylamino]-6-oxo-hexyl]amino]-2-oxo-ethyl]phenyl]hexanoic acid